(S,E)-4-(2-cyanophenyl)-6-(4-(dimethylamino)but-2-enoyl)-4,5,6,7-tetrahydrothieno[2,3-c]pyridine-2-carbonitrile C(#N)C1=C(C=CC=C1)[C@H]1C2=C(CN(C1)C(\C=C\CN(C)C)=O)SC(=C2)C#N